methyl 4-(2-(4-(6-((4-cyano-2-fluorobenzyl)oxy)pyridin-2-yl)piperidin-1-yl)acetamido)-3-(((1-ethyl-1H-imidazol-5-yl)methyl)amino)benzoate C(#N)C1=CC(=C(COC2=CC=CC(=N2)C2CCN(CC2)CC(=O)NC2=C(C=C(C(=O)OC)C=C2)NCC2=CN=CN2CC)C=C1)F